C(#N)C1=CC=C(CNC(=O)C2=NN(C=3C(N(CCC32)CC3(CC3)S(NC3=NC=CC=C3F)(=O)=O)=O)C)C=C1 N-(4-cyanobenzyl)-6-((1-(N-(3-fluoropyridin-2-yl)sulfamoyl)cyclopropyl)methyl)-1-methyl-7-oxo-4,5,6,7-tetrahydro-1H-pyrazolo[3,4-c]pyridine-3-carboxamide